C(C)(C)(C)OC(=O)NCCCN1\C(\N(C(=C1)C1=CC=C(OC[C@H](C(=O)OCC)O)C=C1)C)=N/C(=O)OOC(C)(C)C ethyl (R,E)-3-(4-(1-(3-((tert-butoxycarbonyl)amino)propyl)-2-((tert-butoxycarboxyl)imino)-3-methyl-2,3-dihydro-1H-imidazol-4-yl)phenoxy)-2-hydroxypropanoate